isoleucine glutamate N[C@@H](CCC(=O)O)C(=O)O.N[C@@H]([C@@H](C)CC)C(=O)O